C(C=C)[C@H]1N(CCOC1)C1=C(C=C(C(=N1)C(=O)OC)[N+](=O)[O-])C(F)(F)F methyl 6-[(3R)-3-allylmorpholin-4-yl]-3-nitro-5-(trifluoromethyl)pyridine-2-carboxylate